C1(CCCC1)NC1=CC=C(C=C1)[C@@H]1NCCC[C@@H]1C(=O)NC1=CC(=C(C=C1)C)C(F)(F)F (2R,3S)-2-[4-(cyclopentylamino)phenyl]-N-[4-methyl-3-(trifluoromethyl)phenyl]piperidine-3-carboxamide